BrC=1C=C2C(=CC(=NC2=CC1OC)C#N)N[C@H](C)C1=C(C(=CC=C1)C(F)F)F (R)-6-Bromo-4-((1-(3-(difluoromethyl)-2-fluorophenyl)ethyl)amino)-7-methoxyquinoline-2-carbonitrile